OC1=C(C=NN1C)C1=CC(=CN(C1=O)C)C(=O)OC Methyl 5-(5-hydroxy-1-methylpyrazol-4-yl)-1-methyl-6-oxopyridine-3-carboxylate